7-deaza-8-amino-2-amino-purine NC1=NC2=NC(=NC=C2C1)N